BrN1C2=CC=CC=C2OC=2C=CC=CC12 10-bromo-phenoxazine